N1=CC=CC2=NC3=CC=CC=C3C=C12 Aza-acridine